C(C)OC1=NC=CC=C1C=1N(CC(=CC1)F)[C@H]1CN(CC1)C (R)-2'-ethoxy-5-fluoro-N-(1-methylpyrrolidin-3-yl)-2,3'-bipyridine